FC(CN1N=NC2=C1C=C(C=C2)C=2C(=CN1N=C(N=C(C12)OC)N[C@@H]1CN(C[C@@H]1F)C1COC1)F)F 5-(1-(2,2-Difluoroethyl)-1H-benzo[d][1,2,3]triazol-6-yl)-6-fluoro-N-((3R,4S)-4-fluoro-1-(oxetan-3-yl)pyrrolidin-3-yl)-4-methoxypyrrolo[2,1-f][1,2,4]triazin-2-amine